C(C)OCOC1=C(C(=CC(=C1)C)C)I 1-(ethoxymethoxy)-2-iodo-3,5-xylene